N-[3-[1-[[5-[5-(difluoromethyl)-1,3,4-oxadiazol-2-yl]thiophen-2-yl]methyl]triazol-4-yl]phenyl]morpholine-4-carboxamide FC(C1=NN=C(O1)C1=CC=C(S1)CN1N=NC(=C1)C=1C=C(C=CC1)NC(=O)N1CCOCC1)F